(2S,4S)-N-{(2S)-1-(1,3-benzothiazol-2-yl)-1-oxo-3-[(3S)-2-oxopyrrolidin-3-yl]propan-2-yl}-1-[N-(methylsulfonyl)-L-valyl]-4-(propan-2-yl)piperidine-2-carboxamide S1C(=NC2=C1C=CC=C2)C([C@H](C[C@H]2C(NCC2)=O)NC(=O)[C@H]2N(CC[C@@H](C2)C(C)C)C([C@@H](NS(=O)(=O)C)C(C)C)=O)=O